ClC=1C(=C(C(=O)OC)C(=CC1C)C)C methyl 3-chloro-2,4,6-trimethylbenzoate